ClC1=CC2=C(N(C(N=C2N2[C@H](CN(CC2)C(C=C)=O)C)=O)C=2C(=[N+](C=CC2C)[O-])C(C)C)N=C1C1=C(C=CC=C1)F (M)-6-Chloro-7-(2-fluorophenyl)-1-(4-methyl-1-oxido-2-(2-propanyl)-3-pyridinyl)-4-((2S)-2-methyl-4-(2-propenoyl)-1-piperazinyl)pyrido[2,3-d]pyrimidin-2(1H)-one